5-(bromomethyl)-3,3-dimethyl-dihydrofuran-2(3H)-one BrCC1CC(C(O1)=O)(C)C